FC1(CCC(CC1)N1C(C(=CC=C1)C(=O)NC1=C(C=C(C=C1)NS(=O)(=O)CCO)N1CCC2(CC2)CC1)=O)F 1-(4,4-difluorocyclohexyl)-N-(4-((2-hydroxyethyl)sulfonamido)-2-(6-azaspiro[2.5]octan-6-yl)phenyl)-2-oxo-1,2-dihydropyridine-3-carboxamide